COC(=O)C1CC(C1)(C=1C=NC=CC1)F 3-fluoro-3-(pyridin-3-yl)cyclobutane-1-carboxylic acid methyl ester